N-(2-fluorobenzyl)-O-(2-propynyl)hydroxylamine FC1=C(CNOCC#C)C=CC=C1